(4R)-4-{3-[(4-{4-fluoro-2-[(3R)-3-methylmorpholine-4-carbonyl]phenyl}-1-methyl-1H-indazol-7-yl)methyl]azetidin-1-yl}-5-methylhexanal FC1=CC(=C(C=C1)C1=C2C=NN(C2=C(C=C1)CC1CN(C1)[C@H](CCC=O)C(C)C)C)C(=O)N1[C@@H](COCC1)C